ethyl 2-(((benzyloxy)carbonyl)amino)acetimidate C(C1=CC=CC=C1)OC(=O)NCC(OCC)=N